C(CCCCCCCCCCCCCCCCCCCCC)NC(C(=O)O)(C)C behenyl-dimethyl-aminoacetic acid